FC1=C(CC=2C=3N(C=C(N2)C2=NC(=NN2)C(F)(F)F)C(=CN3)C)C=CC=C1 8-(2-fluorobenzyl)-3-methyl-6-(3-(trifluoromethyl)-1H-1,2,4-triazol-5-yl)imidazo[1,2-a]Pyrazine